FC1(CCC(CC1)C1(C(NC2=C(C=CC=C12)C(F)(F)F)=O)C1=CC2=C(B(OC2)O)C=C1)F 3-(4,4-difluorocyclohexyl)-3-(1-hydroxy-1,3-dihydrobenzo[c][1,2]-oxaborol-5-yl)-7-(trifluoromethyl)indolin-2-one